C(C)(C)(C)OC(=O)NC=1C=C(C=CC1OC)[C@@H](C(C(=O)OCC)=C)NC1=CC(=C(C(=C1)OC)OC)OC (S)-ethyl 2-((3-((tert-butoxycarbonyl)amino)-4-methoxyphenyl)((3,4,5-trimethoxyphenyl)amino)methyl)acrylate